2-{4-[5-Amino-6-(2,3-dihydroxy-propylamino)-pyrazin-2-yl]-benzylamino}-5-cyano-N-[(S)-1-(4-fluoro-phenyl)-ethyl]-nicotinamide NC=1N=CC(=NC1NCC(CO)O)C1=CC=C(CNC2=C(C(=O)N[C@@H](C)C3=CC=C(C=C3)F)C=C(C=N2)C#N)C=C1